CC=1C(=CC2=NC3=CC(=C(C=C3N=C2C1)N)C)N 3,8-dimethylphenazine-2,7-diamine